[Si](C1=CC=CC=C1)(C1=CC=CC=C1)(C(C)(C)C)OC[C@@H]1C([C@@H]2[C@@H](OC(O2)(C)C)O1)(O)C#CC1CC1 (3ar,5r,6ar)-5-(((tert-butyldiphenylsilyl)oxy)methyl)-6-(cyclopropylethynyl)-2,2-dimethyltetrahydrofurano[2,3-d][1,3]dioxol-6-ol